C(CC)(=O)NCCCC[C@H](N)C(=O)O N6-propionyl-Lysine